2-((5-chloro-2-((4-(4-methylpiperazin-1-yl)phenyl)amino)pyrimidin-4-yl)amino)-6-((2,6-difluorobenzyl)oxy)benzonitrile ClC=1C(=NC(=NC1)NC1=CC=C(C=C1)N1CCN(CC1)C)NC1=C(C#N)C(=CC=C1)OCC1=C(C=CC=C1F)F